ethyl 4-[4-[(3S)-3-(5-cyano-3-pyridyl)isoxazolidine-2-carbonyl]-1-piperidyl]pyrimidine-2-carboxylate C(#N)C=1C=C(C=NC1)[C@H]1N(OCC1)C(=O)C1CCN(CC1)C1=NC(=NC=C1)C(=O)OCC